3-((3R,4R)-3-((7-((1S,4S)-2,5-diazabicyclo[2.2.1]heptane-2-carbonyl)-7H-pyrrolo[2,3-d]pyrimidin-4-yl)(methyl)amino)-4-methylpiperidin-1-yl)-3-oxopropanenitrile hydrochloride Cl.[C@@H]12N(C[C@@H](NC1)C2)C(=O)N2C=CC1=C2N=CN=C1N([C@H]1CN(CC[C@H]1C)C(CC#N)=O)C